5,15-bis(3,5-di-tert-butylphenyl)porphyrin C(C)(C)(C)C=1C=C(C=C(C1)C(C)(C)C)C=1C2=CC=C(N2)C=C2C=CC(C(=C3C=CC(=CC=4C=CC1N4)N3)C3=CC(=CC(=C3)C(C)(C)C)C(C)(C)C)=N2